C(C)(C)(C)N1CCN2N=C(C=C21)NC=2N(C=1C(=NC=C(C1C#N)OC1=CC(=NC=C1)NC(C)=O)N2)C N-(4-((2-((1-(tert-butyl)-2,3-dihydro-1H-imidazo[1,2-b]pyrazol-6-yl)amino)-7-cyano-1-methyl-1H-imidazo[4,5-b]pyridin-6-yl)oxy)pyridin-2-yl)acetamide